BrC1=CC=2N(C=C1)N=CC2C2CCCC2 5-bromo-3-cyclopentyl-pyrazolo[1,5-a]pyridine